OC(CO)C1=C(C=C(C=2N=COC21)C2=CC=C(C=C2)C(F)(F)F)CNC(C=C)=O N-((7-(1,2-dihydroxyethyl)-4-(4-(trifluoromethyl)phenyl)benzo[d]oxazol-6-yl)methyl)acrylamide